(-)-1-[(3S*,4R*)-4-(2,6-difluoro-4-methoxy-phenyl)-2-oxo-pyrrolidin-3-yl]-3-(2-fluoro-phenyl)urea FC1=C(C(=CC(=C1)OC)F)[C@H]1[C@@H](C(NC1)=O)NC(=O)NC1=C(C=CC=C1)F |o1:10,11|